Cl.N[C@@H]1CC(NC1)=O (4R)-4-aminopyrrolidin-2-one hydrochloride